5-chloro-3-phenylpyrido[3,4-b]pyrazine ClC1=NC=CC=2C1=NC(=CN2)C2=CC=CC=C2